1-(2-amino-4-(trifluoromethyl)phenyl)piperidine-4-carbonitrile NC1=C(C=CC(=C1)C(F)(F)F)N1CCC(CC1)C#N